CC(C(=O)NC=1C(=NC(=CC1)C)C(C)(O)C(C(=O)OC(C)(C)C)CC(=O)OC(C)(C)C)(C)C 1,4-di-tert-butyl 2-[1-[3-(2,2-dimethylpropanamido)-6-methylpyridin-2-yl]-1-hydroxyethyl]butanedioate